C(C)(=O)N1C[C@H](CC1)OC=1C=CC(=C2CCN([C@@H](C12)CN1C(C2=CC=CC=C2C1=O)=O)C(=O)C1CCCCC1)Cl (1S,2R)-2-((S)-8-(((S)-1-Acetylpyrrolidin-3-yl)oxy)-5-chloro-1-((1,3-dioxoisoindolin-2-yl)methyl)-1,2,3,4-tetrahydroisochinolin-2-carbonyl)cyclohexan